2-((4-(pivaloyloxy)phenyl)sulphonamido)benzoic acid C(C(C)(C)C)(=O)OC1=CC=C(C=C1)S(=O)(=O)NC1=C(C(=O)O)C=CC=C1